FC1=C(CN2C(N(C(C3=C2SC(=C3CN(C)C)C3=CC=C(C=C3)NC(=O)NOC)=O)C3=CC=C(C=N3)N(S(=O)(=O)C)C)=O)C(=CC=C1)F N-(6-(1-(2,6-difluorobenzyl)-5-((dimethylamino)methyl)-6-(4-(3-methoxyureido)phenyl)-2,4-dioxo-1,2-dihydrothieno[2,3-d]pyrimidin-3(4H)-yl)pyridin-3-yl)-N-methylmethanesulfonamide